NC1=NC(N(C=C1)[C@@H]1O[C@@]([C@H]([C@]1(O)C#C)O)(CO)F)=O 4-amino-1-((2R,3R,4S,5S)-3-ethynyl-5-fluoro-3,4-dihydroxy-5-(hydroxymethyl)tetrahydrofuran-2-yl)pyrimidin-2(1H)-one